2-(2-Chlorophenyl)-6-(4-ethyl-3-(hydroxymethyl)-5-oxo-4,5-dihydro-1H-1,2,4-triazol-1-yl)-4-isopropylphthalazin-1(2H)-one ClC1=C(C=CC=C1)N1C(C2=CC=C(C=C2C(=N1)C(C)C)N1N=C(N(C1=O)CC)CO)=O